C[Se]CC(C(=O)O)N The molecule is an alpha-amino acid compound having methylselanylmethyl as the side-chain. It has a role as an antineoplastic agent and a human metabolite. It is a member of selenocysteines and a non-proteinogenic alpha-amino acid. It is a conjugate base of a Se-methylselenocysteinium. It is a conjugate acid of a Se-methylselenocysteinate.